C(C)OC(=O)C=1N(C=C(C1)S(NC12CC(C1)C2)(=O)=O)C 4-(N-(bicyclo[1.1.1]pentan-1-yl)sulfamoyl)-1-methyl-1H-pyrrole-2-carboxylic acid ethyl ester